N-(4'-((2-(1,1-difluoroethyl)pyrimidin-4-yl)amino)-5-((3-methoxy-3-methylazetidin-1-yl)methyl)-[2,3'-bipyridin]-6'-yl)acetamide FC(C)(F)C1=NC=CC(=N1)NC1=C(C=NC(=C1)NC(C)=O)C1=NC=C(C=C1)CN1CC(C1)(C)OC